BrC=1C=CC(=C(C1)NCC(=O)OCC)[N+](=O)[O-] ethyl (5-bromo-2-nitrophenyl)glycinate